FC(C1=C(CC2=NC3=CC(=CC=C3C=N2)N)C=CC=C1)(F)F 2-(2-(trifluoromethyl)benzyl)quinazolin-7-amine